1,2,3,5,6,7-hexahydro-s-indacen-4-yl-urea sodium salt [Na].C1CCC2=C(C=3CCCC3C=C12)NC(=O)N